CC(CCC(=O)O)(C#N)N=NC(C)(CCC(=O)O)C#N Azobiscyanovaleric acid